I[C](F)I diiodofluorocarbon